N1CC(CC1)C1=CC2=C(C(N1)=O)C(=NN2)C(F)(F)F 6-(pyrrolidin-3-yl)-3-(trifluoromethyl)-1,5-dihydro-4H-pyrazolo[4,3-c]pyridin-4-one